Ethyl 3-methyl-5-(5-phenylpentanamido)benzofuran-2-carboxylate CC1=C(OC2=C1C=C(C=C2)NC(CCCCC2=CC=CC=C2)=O)C(=O)OCC